N-(4-(1-(cyclopropanecarbonyl)indolin-5-yl)-5-methylthiazol-2-yl)-2-(3-((5-((2-(2,6-dioxopiperidin-3-yl)-1,3-dioxoisoindolin-4-yl)amino)-3,3-dimethylpentyl)oxy)phenyl)acetamide C1(CC1)C(=O)N1CCC2=CC(=CC=C12)C=1N=C(SC1C)NC(CC1=CC(=CC=C1)OCCC(CCNC1=C2C(N(C(C2=CC=C1)=O)C1C(NC(CC1)=O)=O)=O)(C)C)=O